(4-nitrophenyl) [4-[[rac-(2S)-2-[[1-[5-(2,5-dioxopyrrol-1-yl)pentylcarbamoyl]cyclobutanecarbonyl]amino]-5-ureido-pentanoyl]amino]phenyl]methyl carbonate C(OC1=CC=C(C=C1)[N+](=O)[O-])(OCC1=CC=C(C=C1)NC([C@H](CCCNC(=O)N)NC(=O)C1(CCC1)C(NCCCCCN1C(C=CC1=O)=O)=O)=O)=O |r|